6-(4-(3-Chlorophenyl)-2-ethyl-1H-imidazol-5-yl)quinoline ClC=1C=C(C=CC1)C=1N=C(NC1C=1C=C2C=CC=NC2=CC1)CC